tert-butyl (R or S)-2-(2-(2-isopropylphenyl)-4-((1-methyl-1H-pyrazol-4-yl) methyl) piperazin-1-yl)-7-azaspiro[3.5]nonane-7-carboxylate C(C)(C)C1=C(C=CC=C1)[C@H]1N(CCN(C1)CC=1C=NN(C1)C)C1CC2(C1)CCN(CC2)C(=O)OC(C)(C)C |o1:9|